COC(=O)N(C1=CC=CC=C1COC2=NC(=C(C=C2Cl)Cl)Cl)OC The molecule is a carbamate ester that is the methyl ester of methoxy(2-{[(3,5,6-trichloropyridin-2-yl)oxy]methyl}phenyl)carbamic acid. A methoxycarbanilate fungicide used on rice and other crops. It has a role as a mitochondrial cytochrome-bc1 complex inhibitor and an antifungal agrochemical. It is a carbamate ester, an aromatic ether, a chloropyridine, a methoxycarbanilate strobilurin antifungal agent and a carbanilate fungicide.